(9-(5-((4-Chloro-2-methyl-2H-indazol-5-yl)thio)pyrazin-2-yl)-3-(2-cyanoacetyl)-3,9-diazaspiro[5.5]undec-1-yl)carbamic acid tert-butyl ester C(C)(C)(C)OC(NC1CN(CCC12CCN(CC2)C2=NC=C(N=C2)SC2=C(C1=CN(N=C1C=C2)C)Cl)C(CC#N)=O)=O